(1-((benzyloxy)methyl)-1H-benzo[d]imidazol-2-yl)methanol C(C1=CC=CC=C1)OCN1C(=NC2=C1C=CC=C2)CO